COC=1C=C(C(=O)N[C@@H](C(N2CC=CCC2C=2C=NC=CC2)=O)CC2=CC=CC=C2)C=CC1 3-methoxy-N-((2R)-1-oxo-3-phenyl-1-(6-(pyridin-3-yl)-5,6-dihydropyridin-1(2H)-yl)propan-2-yl)benzamide